2-amino-7-(6-(4-methylpiperazin-1-yl)pyridin-3-yl)pyrido[4,3-d]pyrimidine NC=1N=CC2=C(N1)C=C(N=C2)C=2C=NC(=CC2)N2CCN(CC2)C